carboxy-2-(4-fluorophenyl)pyrimidine 1-oxide C(=O)(O)C1=NC(=[N+](C=C1)[O-])C1=CC=C(C=C1)F